C(C)N1CC2=C(CC1)NN=C2C(=O)N2CCC(CC2)C2=C(C=CC=C2)C(F)(F)F (5-ethyl-4,5,6,7-tetrahydro-1H-pyrazolo[4,3-c]pyridin-3-yl)(4-(2-(trifluoromethyl)phenyl)piperidin-1-yl)methanone